CC1=C(C=C(C=C1)C=C1C(C2(CCC1C2(C)C)C)=O)S(=O)(=O)O 2-methyl-5-(2-oxo-3-bornylidenemethyl)benzenesulfonic acid